P(=O)(OC1(CNC2=C(NC1=O)N=CC(=C2)C=CC(=O)N(CC=2OC1=C(C2C)C=CC=C1)C)C)(O)O 3-methyl-8-(3-(methyl ((3-methylbenzofuran-2-yl) methyl) amino)-3-oxoprop-1-en-1-yl)-4-oxo-2,3,4,5-tetrahydro-1H-pyrido[2,3-b][1,4]diazepine-3-Yl dihydrogen phosphate